C(CCC)C1=NC=2C(=C(N=NC2N)C=2OC=CC2)N1CC1=CC=C(C=C1)OC 2-butyl-7-(furan-2-yl)-1-(4-methoxybenzyl)-1H-imidazo[4,5-d]pyridazine-4-amine